C(C)(=O)O.O1C(=O)C=CC2=CC=CC=C12 coumarine acetate